FC(CC(F)(F)F)OC1C(C)O1 tetrafluoropropoxy propylene oxide